FC(CNC(=O)C1=CC2=C(N3C=4C=CC=CC4N=C13)N=C(C=C2)N2CCN(CCC2)C)F 2-(4-Methyl-[1,4]diazepan-1-yl)-1,7,11b-triaza-benzo[c]fluorene-6-carboxylic acid (2,2-difluoro-ethyl)-amide